[C@H]12CN(C[C@H](CC1)N2)C2=NC(=NC1=C(C(=C(C=C21)Cl)C2=CC=CC=1[Se]C(=C(C12)C#N)N)F)OCC1(CC1)CN1CCOCC1 4-((R)-4-((1R,5S)-3,8-diazabicyclo[3.2.1]oct-3-yl)-6-chloro-8-fluoro-2-((1-(morpholinomethyl)cyclopropyl)methoxy)quinazolin-7-yl)-2-aminobenzo[b]selenophene-3-nitrile